(2S)-3-cyclobutoxy-2-[9H-fluoren-9-ylmethoxycarbonyl-(methyl)amino]propionic acid C1(CCC1)OC[C@@H](C(=O)O)N(C)C(=O)OCC1C2=CC=CC=C2C=2C=CC=CC12